1-(9Z,12Z-octadecadienoyl)-2-tetradecanoyl-glycero-3-phosphoserine CCCCCCCCCCCCCC(=O)O[C@H](COC(=O)CCCCCCC/C=C\C/C=C\CCCCC)COP(=O)(O)OC[C@@H](C(=O)O)N